COC(C1=C(C=C(C=C1)C1=NOC(C1)(C(F)(F)F)C1=C(C(=CC(=C1)C(F)(F)F)Br)F)C)=O 4-[5-[3-bromo-2-fluoro-5-(trifluoromethyl)phenyl]-5-(trifluoromethyl)-4H-isoxazol-3-yl]-2-methyl-benzoic acid methyl ester